[Cl-].C(C1=CC=CC=C1)[N+](CCCNC(CCCCCCCCCCCCC)=O)(C)C benzyldimethyl(3-((1-oxotetradecyl)amino)propyl)ammonium chloride